5-bromo-4-pyridone BrC=1C(CC=NC1)=O